1-((3S)-4-(7-(3-hydroxynaphthalen-1-yl)-2-((1-methyl-1H-imidazol-4-yl)methoxy)-5,6,7,8-tetrahydroquinazolin-4-yl)-3-methylpiperazin-1-yl)prop-2-en-1-one OC=1C=C(C2=CC=CC=C2C1)C1CCC=2C(=NC(=NC2C1)OCC=1N=CN(C1)C)N1[C@H](CN(CC1)C(C=C)=O)C